4-chlorophenylammonium iodide [I-].ClC1=CC=C(C=C1)[NH3+]